O=C1NC(CCC1C1=CC=C(C=C1)N1CCN(CC1)C(=O)Cl)=O 4-(4-(2,6-dioxopiperidin-3-yl)phenyl)piperazine-1-carbonyl chloride